(1R,3S,Z)-5-(2-((1R,3aS,7aR,E)-7a-methyl-1-((S)-1-((R)-3-methylmorpholino)propane-2-yl)octahydro-4H-inden-4-ylidene)ethylidene)-4-methylenecyclohexane-1,3-diol C[C@@]12CCC/C(/[C@@H]2CC[C@@H]1[C@@H](CN1[C@@H](COCC1)C)C)=C\C=C\1/C([C@H](C[C@@H](C1)O)O)=C